2-(4-(morpholinomethyl)phenylamino)thiophen O1CCN(CC1)CC1=CC=C(C=C1)NC=1SC=CC1